N-(5-(1,1-difluoropropyl)-4-((4-methoxy-1-methyl-5-(2,2,2-trifluoro-1-hydroxyethyl)-1H-indazol-3-yl)amino)pyridin-2-yl)cyclopropanecarboxamide FC(CC)(F)C=1C(=CC(=NC1)NC(=O)C1CC1)NC1=NN(C2=CC=C(C(=C12)OC)C(C(F)(F)F)O)C